ClC1=C(C(=C(C=C1OC)OC)Cl)C1CCC=2C(=NN(C2C1)C1OCCCC1)[C@@H]1[C@@H](COC1)N (3s,4s)-4-(6-(2,6-dichloro-3,5-dimethoxyphenyl)-1-(tetrahydro-2H-pyran-2-yl)-4,5,6,7-tetrahydro-1H-indazol-3-yl)tetrahydrofuran-3-amine